tert-butyl cis-2-(tosyloxy)-6-azaspiro[3.4]octane-6-carboxylate S(=O)(=O)(C1=CC=C(C)C=C1)OC1CC2(C1)CN(CC2)C(=O)OC(C)(C)C